(E)-ethyl 3-(2-((2,3-dihydro-1H-inden-2-yl)amino)pyrimidine-5-yl)acrylate C1C(CC2=CC=CC=C12)NC1=NC=C(C=N1)/C=C/C(=O)OCC